N-butanoyl-Valine C(CCC)(=O)N[C@@H](C(C)C)C(=O)O